2-(4,4-Difluoropiperidin-1-yl)-3-fluoro-6-methylisonicotinohydrazide FC1(CCN(CC1)C=1C(=C(C(=O)NN)C=C(N1)C)F)F